C(C)OC(=O)C=1C(=NC(=C(C1Cl)C)C)Cl 2,4-dichloro-5,6-dimethyl-pyridine-3-carboxylic acid ethyl ester